2-(1-(1-Benzylpiperidin-4-yl)ethyl)-4-phenylpyridazin-3(2H)-on Hydrochlorid Cl.C(C1=CC=CC=C1)N1CCC(CC1)C(C)N1N=CC=C(C1=O)C1=CC=CC=C1